(R)-N'-(4-cyano-3-fluoro-2,6-diisopropylphenyl-carbamoyl)-2-(2-hydroxypropan-2-yl)thiazole-5-sulfonimidamide C(#N)C1=C(C(=C(C(=C1)C(C)C)NC(=O)N=[S@](=O)(N)C1=CN=C(S1)C(C)(C)O)C(C)C)F